3-Fluoro-1-(4-(2-(propylamino)ethyl)benzyl)-2-(o-tolyl)-1H-indol FC1=C(N(C2=CC=CC=C12)CC1=CC=C(C=C1)CCNCCC)C1=C(C=CC=C1)C